COC=1C=C2C=CNC2=C(C1)B1OC(C(O1)(C)C)(C)C 5-methoxy-7-(4,4,5,5-tetramethyl-1,3,2-dioxaborolan-2-yl)-1H-indole